ethyl 3-(5-ethynylpyridin-2-yl)propionate C(#C)C=1C=CC(=NC1)CCC(=O)OCC